N,N'-bis(2-phenylphenyl)oxamide C1(=CC=CC=C1)C1=C(C=CC=C1)NC(=O)C(=O)NC1=C(C=CC=C1)C1=CC=CC=C1